C1(CC1)C1=C(C(=C2C(=N1)CCC2)NC(=O)N=[S@](=O)(N)C2=NN(C=C2F)C(C)C)C2CC2 (R)-N'-((2,3-dicyclopropyl-6,7-dihydro-5H-cyclopenta[b]pyridin-4-yl)carbamoyl)-4-fluoro-1-isopropyl-1H-pyrazole-3-sulfonimidamide